Hydroxypropyl methacrylate C(C(=C)C)(=O)OCCCO